N=1NN=NC1C(=O)N1C[C@H](CC1)C(=O)N1CCN(CC1)C1=CC=NC2=CC(=CC=C12)F (S)-(1-(2H-tetrazole-5-carbonyl)pyrrolidin-3-yl)(4-(7-fluoroquinolin-4-yl)piperazin-1-yl)methanone